C(C1=CC=CC=C1)OC([C@@H](NC(CCC1=CC=C(C=C1)O)=O)CC1=CC=C(C=C1)O)=O desaminotyrosyl-tyrosine benzyl ester